5-[(E)-2-(1H-pyrazol-4-yl)ethenyl]pyridin-3-ol N1N=CC(=C1)/C=C/C=1C=C(C=NC1)O